ClC1=CC=CC=2N=C(OC21)[C@@H]2N(C[C@H](CC2)NC(COC2=CC(=C(C=C2)Cl)F)=O)C(=O)OC(C)(C)C tert-butyl (2R,5S)-2-(7-chloro-1,3-benzoxazol-2-yl)-5-[2-(4-chloro-3-fluorophenoxy)acetamido]piperidine-1-carboxylate